O1[C@H](COCC1)CCOC=1C=C(C=CC1)CCN 2-(3-{2-[(2s)-1,4-dioxan-2-yl]ethoxy}phenyl)ethan-1-amine